FC1=CC=C(C=C1)C(CC#N)=O 3-(4-fluorophenyl)-3-oxo-propanenitrile